N2-(2-ethoxy-4-(4-methyl-4H-1,2,4-triazol-3-yl)phenyl)-6-methyl-N8-((4-methyltetrahydro-2H-pyran-4-yl)methyl)pyrido[3,4-d]pyrimidine-2,8-diamine C(C)OC1=C(C=CC(=C1)C1=NN=CN1C)NC=1N=CC2=C(N1)C(=NC(=C2)C)NCC2(CCOCC2)C